ClC1=CC=C(C=C1)C1=C(C(=NN1C1=C(C=C(C=C1)Cl)Cl)C(=O)OCCCCCCCCCC)C decyl 5-(4-chlorophenyl)-1-(2,4-dichlorophenyl)-4-methyl-1H-pyrazole-3-carboxylate